C(CC)N(CCC1=CNC=2C=CC(=C(C12)O)C)CCC 3-(2-(dipropylamino)ethyl)-5-methyl-1H-indol-4-ol